tert-butyl (3-(4-(2-(4-hydroxyphenyl)propan-2-yl)phenoxy)-2-methylpropyl)carbamate OC1=CC=C(C=C1)C(C)(C)C1=CC=C(OCC(CNC(OC(C)(C)C)=O)C)C=C1